ClC=1C(N(N=CC1C=1C=NN(C1)C)CC1=NC(=NO1)CCC1=CC=C(C=C1)Cl)=O 4-chloro-2-({3-[2-(4-chlorophenyl)ethyl]-1,2,4-oxadiazol-5-yl}methyl)-5-(1-methyl-1H-pyrazol-4-yl)-2,3-dihydropyridazin-3-one